C(C)C1=C(N=C(C(=N1)C(=O)N)NC1=CC(=C(C=C1)N1CCN(CC1)CCCCCCC(=O)NO)OC)NC1CCOCC1 6-Ethyl-3-((4-(4-(7-(hydroxyamino)-7-oxoheptyl)piperazin-1-yl)-3-methoxyphenyl)amino)-5-((tetrahydro-2H-pyran-4-yl)amino)pyrazine-2-carboxamide